diethyl trans-maleate C(\C=C\C(=O)OCC)(=O)OCC